C(CC1(CC2C(CC1)O2)C(=O)[O-])C2(CC1C(CC2)O1)C(=O)[O-] ethylene-bis(3,4-epoxycyclohexanecarboxylate)